[5-Oxo-1-(2,4-difluoro-3-methoxybenzyl)pyrrolidin-2-yl]acetic acid O=C1CCC(N1CC1=C(C(=C(C=C1)F)OC)F)CC(=O)O